2,2-dimethyldihydrofuro[2,3-d][1,3]dioxol-6(3aH)-one CC1(OC2C(O1)OCC2=O)C